BrC=1C(=CC(=C(C=O)C1)[N+](=O)[O-])OCC 5-bromo-4-ethoxy-2-nitro-benzaldehyde